[Cl-].C(C)[N+](C)(C)C ethyl-trimethylammonium chloride